FC=1C(=NC=C(C1)F)CN1CC2(CN(C2)C(=O)N2CC3(C2)NC(OC3)=O)C1 2-[6-[(3,5-difluoro-2-pyridinyl)methyl]-2,6-diazaspiro[3.3]heptane-2-carbonyl]-7-oxa-2,5-diazaspiro[3.4]octan-6-one